CC(CC(=O)OCC)(C)C ethyl 3,3-dimethylbutyrate